5-(1-ethyl-1H-benzo[d][1,2,3]triazol-6-yl)-4-methoxy-N-(1-(3-methyloxetan-3-yl)piperidin-4-yl)pyrrolo[2,1-f][1,2,4]triazin-2-amine C(C)N1N=NC2=C1C=C(C=C2)C=2C=CN1N=C(N=C(C12)OC)NC1CCN(CC1)C1(COC1)C